4,5,9,10-tetraazaperylene C1=CC=C2N=NC=C3C4=CC=NC5=NC=CC(C1=C23)=C45